[C@@H]1(CCC2=CC=CC=C12)NC(=O)C1=CC2=C(N=C(S2)C2CCN(CC2)CCO)C=C1 (S)-N-(2,3-dihydro-1H-inden-1-yl)-2-(1-(2-hydroxyethyl)piperidin-4-yl)benzo[d]thiazole-6-carboxamide